(E)-3-((3-iodo-4-methoxy-1H-indazol-6-yl)methylene)-5-methoxyindolin-2-one IC1=NNC2=CC(=CC(=C12)OC)\C=C/1\C(NC2=CC=C(C=C12)OC)=O